tert-butyl (2R)-2-[pyrrolo[3,2-b]pyridin-1-ylmethyl]pyrrolidine-1-carboxylate N1(C=CC2=NC=CC=C21)C[C@@H]2N(CCC2)C(=O)OC(C)(C)C